COC1=CC=C(C=C1)/C=C/C(C#N)(O[Si](C)(C)C)C1=CC=C(C=C1)[N+](=O)[O-] (E)-4-(4-methoxyphenyl)-2-(4-nitrophenyl)-2-((trimethylsilyl)oxy)but-3-enenitrile